2,4-bis(trichloromethyl)-6-[2-(5-methylfuran-2-yl)vinyl]-1,3,5-triazine ClC(C1=NC(=NC(=N1)C(Cl)(Cl)Cl)C=CC=1OC(=CC1)C)(Cl)Cl